ClC1=C(C(=O)NC(C(=O)O)CCN(CCCCC2=NC=3NCCCC3C=C2)CCC(C)(C)O)C=CC=C1F 2-[(2-chloro-3-fluoro-benzoyl)amino]-4-[(3-hydroxy-3-methyl-butyl)-[4-(5,6,7,8-tetrahydro-1,8-naphthyridin-2-yl)butyl]amino]butanoic acid